maleimidobenzoyl-thiosuccinimide C1(C=CC(N1C1(C(=S)NC(C1)=O)C(C1=CC=CC=C1)=O)=O)=O